CC1=C(C(=O)NC2(CC2)C2=C3C=CC=NC3=CC(=C2)NC)C=C(C=C1)OC[C@H]1N(CC1)C (S)-2-Methyl-N-(1-(7-(methylamino)quinolin-5-yl)cyclopropyl)-5-((1-methylazetidin-2-yl)methoxy)benzamide